2-(1-((9-methyl-6-morpholino-2-(3-(m-tolyl)-1H-pyrazol-1-yl)-9H-purin-8-yl)methyl)piperidin-4-yl)propan-2-ol CN1C2=NC(=NC(=C2N=C1CN1CCC(CC1)C(C)(C)O)N1CCOCC1)N1N=C(C=C1)C=1C=C(C=CC1)C